5-(2-((methylamino)methyl)phenyl)thiophene CNCC1=C(C=CC=C1)C1=CC=CS1